F[B-](F)(F)F.CC1=CC=C(C=C1)S1C=2C=CC=CC2SC2=CC=CC=C12 5-(4-methylphenyl)thianthrene tetrafluoroborate